NCC(COC1=NC=2C(NCCC2C=C1)=O)=CF (2-(aminomethyl)-3-fluoroallyloxy)-6,7-dihydro-1,7-naphthyridin-8(5H)-one